Methyl-Carbonat COC([O-])=O